({4-[2-((3R)-3-hydroxypyrrolidinyl)-2-oxoethyl]phenyl}amino)-N-[(4-chlorophenyl)methyl]carboxamide O[C@H]1CN(CC1)C(CC1=CC=C(C=C1)NC(=O)NCC1=CC=C(C=C1)Cl)=O